FC(C(=O)O)(F)F.N[C@H]1CN(CC1)C1=NC=CC2=CC(=CC=C12)NC(C=C)=O (R)-N-(1-(3-aminopyrrolidin-1-yl)isoquinolin-6-yl)acrylamide 2,2,2-trifluoroacetate salt